4-(Methylsulfonyl)oxazole-5-carboxylic acid ethyl ester C(C)OC(=O)C1=C(N=CO1)S(=O)(=O)C